N-[4-fluoro-5-[1-(oxan-4-ylmethyl)-3,6-dihydro-2H-pyridin-4-yl]-2-[rac-(3R,5S)-3,4,5-trimethylpiperazin-1-yl]phenyl]-6-oxo-4-(trifluoromethyl)-1H-pyridine-3-carboxamide FC1=CC(=C(C=C1C=1CCN(CC1)CC1CCOCC1)NC(=O)C1=CNC(C=C1C(F)(F)F)=O)N1C[C@H](N([C@H](C1)C)C)C |r|